ClC1=NC(=CC(=C1C(=O)NC=1SC=2C(=NC=C(C2)N2CCC(CC2)O)N1)C1=C(C=NC=C1OC)F)C chloro-3'-fluoro-N-(6-(4-hydroxypiperidin-1-yl)thiazolo[4,5-b]pyridin-2-yl)-5'-methoxy-6-methyl-[4,4'-bipyridine]-3-carboxamide